(4-(2'-(tert-butyl)-4-methyl-[3,4'-bipyridin]-5-yl)-3-chlorophenyl)(3-hydroxypiperidin-1-yl)methanone C(C)(C)(C)C1=NC=CC(=C1)C=1C=NC=C(C1C)C1=C(C=C(C=C1)C(=O)N1CC(CCC1)O)Cl